ClC1=C(C(=C(C(=O)O)C=C1)O)C=O 4-Chloro-3-formyl-2-hydroxybenzoic acid